N-(7-{8-methyl-1H,2H,3H-pyrido[2,3-b][1,4]oxazin-7-yl}-5H,6H,7H,8H-pyrido[3,4-d]pyrimidin-2-yl)-6-(2,2,2-trifluoroethyl)-5,6,7,8-tetrahydro-1,6-naphthyridin-3-amine CC1=C(C=NC=2OCCNC21)N2CC=1N=C(N=CC1CC2)NC=2C=NC=1CCN(CC1C2)CC(F)(F)F